FC(C1=NC(=NO1)C=1C=C2CC[C@H](C2=CC1)NC(C1=NC=CC(=C1)CO)=O)F (R)-N-(5-(5-(difluoromethyl)-1,2,4-oxadiazol-3-yl)-2,3-dihydro-1H-inden-1-yl)-4-(hydroxymethyl)picolinamide